N1N=CC=2C1=NC=C(C2)C#CC=2C=C(C(=O)NC1=CC(=CC(=C1)N1C=NC(=C1)C)F)C=CC2C 3-(2-(1H-pyrazolo[3,4-b]pyridin-5-yl)ethynyl)-N-(3-fluoro-5-(4-methyl-1H-imidazol-1-yl)phenyl)-4-methylbenzamide